N1C=CC2=C(C=CC=C12)NC(NC1=C(C(=CC=C1)NC(NC1=C2C=CNC2=CC=C1)=O)C)=O 3-(1H-indol-4-yl)-1-(3-{[(1H-indol-4-yl)carbamoyl]amino}-2-methylphenyl)urea